(S)-2-((2-((R)-4-(difluoromethyl)-2-carbonylthiazolidin-3-yl)-5,6-dihydrobenzo[f]imidazo[1,2-d][1,4]oxazepin-9-yl)amino)propanamide FC([C@H]1N(C(SC1)=C=O)C=1N=C2N(CCOC3=C2C=CC(=C3)N[C@H](C(=O)N)C)C1)F